C(C)(C)(C)OC(=O)N1CCN(CC1)CC1=C(C=CC=C1)N1CCCC1 4-(2-(pyrrolidin-1-yl)benzyl)piperazine-1-carboxylic acid tert-butyl ester